tert-butyl 4-carbamoyl-4-(((6-(cyclopropyl(4-(trifluoromethyl)benzyl)amino)-5-fluoropyrimidin-4-yl)amino)methyl)piperidine-1-carboxylate C(N)(=O)C1(CCN(CC1)C(=O)OC(C)(C)C)CNC1=NC=NC(=C1F)N(CC1=CC=C(C=C1)C(F)(F)F)C1CC1